IC=1C=NN(C1)CC#N 2-(4-iodo-1H-pyrazol-1-yl)acetonitrile